C(C)SC1=C(N=C2N1CCCC2)C2=NC1=C(C=NC(=C1)C(F)(F)F)N2C 2-(3-Ethylsulfanyl-5,6,7,8-tetrahydroimidazo[1,2-a]pyridin-2-yl)-3-methyl-6-(trifluoromethyl)imidazo[4,5-c]pyridin